ClCC1=NN=C(O1)C1=NC=C(C=C1)C1CCCC1 [5-(chloromethyl)-1,3,4-oxadiazol-2-yl]-5-cyclopentylpyridine